NC1=CC(=CC(=N1)C1=NC(=NC(=N1)NC1=CC(=CC(=C1)F)F)NC(C)C)Cl 6-(6-amino-4-chloropyridin-2-yl)-N2-(3,5-difluorophenyl)-N4-isopropyl-1,3,5-triazine-2,4-diamine